3-Fluoro-2-(4-fluorophenoxy)benzyl alcohol FC=1C(=C(CO)C=CC1)OC1=CC=C(C=C1)F